4-(2-Amino-2-methylpropanoyl)-N-(1-{4-[(4-amino-3,3-dimethylpiperidin-1-yl)methyl]phenyl}-2-oxo-1,2-dihydropyrimidin-4-yl)piperazine-1-carboxamide hydrochloride salt Cl.NC(C(=O)N1CCN(CC1)C(=O)NC1=NC(N(C=C1)C1=CC=C(C=C1)CN1CC(C(CC1)N)(C)C)=O)(C)C